(S)-(-)-α,4-Dimethylbenzylamin C[C@@H](C1=CC=C(C=C1)C)N